BrC(C)C1=NC=C(C(=C1)OCC)Cl 2-(1-bromoethyl)-5-chloro-4-ethoxypyridine